C(CCC)C1(N(C(C=2C=CCCC12)=O)CCC)O 3-butyl-3-hydroxy-2-propyl-2,3,4,5-tetrahydro-1H-isoindol-1-one